BrC1=CC=C(C=C1)CC(C(=O)O)NC(=O)C=1SC(=CC1)C(C)(C)C 3-(4-bromophenyl)-2-[(5-tert-butylthiophene-2-carbonyl)amino]propanoic acid